(3AR,4R,6aR)-4-(4-aminopyrrolo[2,1-f][1,2,4]triazin-7-yl)-6-(hydroxymethyl)-2,2-dimethyltetrahydrofurano[3,4-d][1,3]dioxolane-4-carbonitrile NC1=NC=NN2C1=CC=C2[C@@]2(OC([C@H]1OC(O[C@H]12)(C)C)CO)C#N